[N+](=O)([O-])C1C(C1)C[C@H](N)C(=O)O (1'R,2'R)-3-(2-nitrocyclopropyl)alanine